FC1=CC2=C(N=CO2)C=C1C(=O)OC methyl 6-fluoro-1,3-benzoxazole-5-carboxylate